N-(5-bromo-6-methylpyridin-2-yl)-2-chloro-5-(4H-1,2,4-triazol-4-yl)benzamide BrC=1C=CC(=NC1C)NC(C1=C(C=CC(=C1)N1C=NN=C1)Cl)=O